ClC1=C(C(=C(C(=C1)N1CCCC1)C#N)I)F 4-chloro-3-fluoro-2-iodo-6-(tetrahydro-1H-pyrrol-1-yl)benzene-1-carbonitrile